O(CC1=CC2=C(OCO2)C=C1CCC)CC1=CC2=C(OCO2)C=C1CCC 5,5'-(oxydimethanediyl)bis(6-propyl-1,3-benzodioxole)